CC1=C(C=CC=C1)N1N=CC=C1C(C)(C)N 2-(1-(o-methylphenyl)-1H-pyrazol-5-yl)propan-2-amine